C1(CCCC1)CNC(=O)C=1C=C(C=NC1)C1=CC(=NC=C1)C=1NC(=C(N1)C)C N-(Cyclopentylmethyl)-2'-(4,5-dimethyl-1H-imidazol-2-yl)-3,4'-bipyridin-5-carboxamid